4-{[(6-Chloropyridin-3-yl)methyl](2,6-difluorobenzyl)amino}furan ClC1=CC=C(C=N1)CN(C=1C=COC1)CC1=C(C=CC=C1F)F